N4-(5-chloro-6-methylpyridin-3-yl)-1-methyl-1H-benzo[d]imidazole-2,4-diamine ClC=1C=C(C=NC1C)NC1=CC=CC=2N(C(=NC21)N)C